5,10-diphenyl-10,15-dihydro-5H-diindolo[3,2-a:3',2'-c]carbazole C1(=CC=CC=C1)N1C=2C=CC=CC2C=2C1=C1C(=C3C=4C=CC=CC4N(C23)C2=CC=CC=C2)NC=2C=CC=CC21